N-(5-methyl-3-oxocyclohex-1-en-1-yl)-4-(trifluoromethyl)benzamide diethyl-7-hydroxy-2,2,12,12-tetramethyltridecanedioate C(C)OC(C(CCCCC(CCCCC(C(=O)OCC)(C)C)O)(C)C)=O.CC1CC(C=C(C1)NC(C1=CC=C(C=C1)C(F)(F)F)=O)=O